tert-butyl ((1S,2R,3R)-3-(2-(2-fluorophenyl)-6-(1-((2-(trimethylsilyl)ethoxy)methyl)-1H-1,2,4-triazol-3-yl)-1H-benzo[d]imidazol-1-yl)-2-hydroxycyclohexyl)carbamate FC1=C(C=CC=C1)C1=NC2=C(N1[C@H]1[C@@H]([C@H](CCC1)NC(OC(C)(C)C)=O)O)C=C(C=C2)C2=NN(C=N2)COCC[Si](C)(C)C